C(C)(=O)N1[C@@H](CN(C[C@@H]1C)C=1C(=C(C=C(C1)C#N)NC1=NC=2N(C(=N1)NC1CC1)N=CC2C#N)Cl)C 2-({3-[(3R,5S)-4-acetyl-3,5-dimethylpiperazin-1-yl]-2-chloro-5-cyanophenyl}amino)-4-(cyclopropylamino)pyrazolo[1,5-a][1,3,5]triazine-8-carbonitrile